N,N,N',N'-tetraisopropyl-1-(2-(1-propyloxycarbonyl)benzyloxy)phosphanediamine C(C)(C)N(P(N(C(C)C)C(C)C)OCC1=C(C=CC=C1)C(=O)OCCC)C(C)C